(E)-ethyl 2-((2'-(diphenylphosphino)-4-methyl-[1,1'-biphenyl]-2-yl) methyl)-3-phenylacrylate C1(=CC=CC=C1)P(C1=C(C=CC=C1)C1=C(C=C(C=C1)C)C/C(/C(=O)OCC)=C\C1=CC=CC=C1)C1=CC=CC=C1